(S)-1-benzyl-N-(3-(3-bromophenyl)-1-(methylamino)-1-oxopropan-2-yl)-1H-indazole-3-carboxamide C(C1=CC=CC=C1)N1N=C(C2=CC=CC=C12)C(=O)N[C@H](C(=O)NC)CC1=CC(=CC=C1)Br